fluoroitaconic anhydride FC=C1C(=O)OC(C1)=O